2-methyl-5-oxopentanoate CC(C(=O)[O-])CCC=O